C(C1=CC=CC=C1)N(CC(=O)O)C(C1=C(C=CC(=C1)C1=CC=NN1C)N)=O benzyl-(2-amino-5-(1-methyl-1H-pyrazol-5-yl)benzoyl)glycine